(Z)-but-2-enedinitrile C(\C=C/C#N)#N